BrC1=CC(=C(C=C1)CC(=O)OCC)OCC=1C=C(C2=C(C=CO2)C1)C1=CC(=CC=C1)CNC(=O)OC(C)(C)C ethyl 2-(4-bromo-2-((7-(3-(((tert-butoxycarbonyl)amino)methyl)phenyl)benzofuran-5-yl)methoxy)phenyl)acetate